racemic-3-(3-chloro-4-fluoro-phenyl)-1-methyl-1-[1-[5-(methylamino)pyrido[3,4-b]pyrazin-8-yl]ethyl]urea ClC=1C=C(C=CC1F)NC(N([C@H](C)C1=CN=C(C2=NC=CN=C21)NC)C)=O |r|